C(CCCCCCCC)NC(C(=C)C)=O N-nonyl-(methyl)acrylamide